C(#N)C=1C=2N(C=C(C1)C=1C=C3C=CN(C(C3=CC1)=O)C1CCN(CC1)C(=O)OC(C)(C)C)C=C(N2)C tert-butyl 4-(6-{8-cyano-2-methylimidazo[1,2-a]pyridin-6-yl}-1-oxoisoquinolin-2-yl)piperidine-1-carboxylate